O=C1N(C([C@@H](N1)CCC)=O)C1CC2(CC(C2)OC2=NC=CC=C2C(=O)N)C1 2-{[(αR)-6-[(4S)-2,5-dioxo-4-propylimidazolidin-1-yl]spiro[3.3]heptan-2-yl]oxy}pyridine-3-carboxamide